N-cyclohexyl-N-phenyl-p-phenylenediamine C1(CCCCC1)N(C1=CC=C(C=C1)N)C1=CC=CC=C1